methyl (Z)-2-methoxy-3-(4-(2-(5-(methyl-d3)-2-phenyloxazol-4-yl)ethoxy-1,1-d2)benzo[b]thiophen-7-yl)acrylate CO\C(\C(=O)OC)=C/C1=CC=C(C2=C1SC=C2)OC(CC=2N=C(OC2C([2H])([2H])[2H])C2=CC=CC=C2)([2H])[2H]